2,5-dimethyl-4-methoxy-3(2H)furanone CC1OC(=C(C1=O)OC)C